ClC1=CC2=C(N(C(N=C2N2[C@H](CN[C@@H](C2)C)C)=O)C=2C(=NC=CC2SC)C(C)C)N=C1Cl 6,7-Dichloro-4-((2S,5R)-2,5-dimethylpiperazin-1-yl)-1-(2-isopropyl-4-(methylthio)pyridine-3-yl)pyrido[2,3-d]pyrimidin-2(1H)-one